O-(2-(vinyloxy)ethyl)hydroxylamine C(=C)OCCON